C(C)(C)(C)OC(NC1=C(SC(=C1)Br)Br)=O (2,5-dibromothien-3-yl)carbamic acid tert-butyl ester